trimethyl-(acetylacetone) platinum [Pt].CC(C(=O)CC(C)=O)(C)C